C(C(O)C1=CC=CC=C1)(=O)O (+)-DL-mandelic acid